(2,6-Dioxopiperidin-3-yl)-5-((6-(4-(6-methylpyridin-2-yl)-1H-pyrazol-1-yl)hexyl)amino)isoindoline-1,3-dione O=C1NC(CCC1N1C(C2=CC=C(C=C2C1=O)NCCCCCCN1N=CC(=C1)C1=NC(=CC=C1)C)=O)=O